IC1=C(N(C2=C1NC(C=C2)=O)S(=O)(=O)C2=CC=C(C=C2)C)C 3-iodo-2-methyl-1-(4-methylbenzenesulfonyl)-1H,4H,5H-pyrrolo[3,2-b]pyridin-5-one